1-[3-Acetyl-6-[(4-amino-6-bromo-3-pyridinyl)amino]-2-pyridinyl]-5-methyl-pyrazole-3-carbonitrile C(C)(=O)C=1C(=NC(=CC1)NC=1C=NC(=CC1N)Br)N1N=C(C=C1C)C#N